BrC=1C=C(C(=NC1C)S(=O)(=O)NCC1=C(C=C(C=C1)OC)OC)CO 5-bromo-N-(2,4-dimethoxybenzyl)-3-(hydroxymethyl)-6-methylpyridine-2-sulfonamide